N1,N1'-([1,1'-biphenyl]-3,5-diylbis(methylene))bis(N3-(3-(isobutylamino)propyl)propane-1,3-diamine), hydrochloride salt Cl.C1(=CC(=CC(=C1)CNCCCNCCCNCC(C)C)CNCCCNCCCNCC(C)C)C1=CC=CC=C1